2-(4-chloro-3-fluorophenoxy)-N-(3-hydroxy-4-{2-[3-(trifluoromethyl)phenyl]acetamido}bicyclo[2.2.2]octan-1-yl)acetamide ClC1=C(C=C(OCC(=O)NC23CC(C(CC2)(CC3)NC(CC3=CC(=CC=C3)C(F)(F)F)=O)O)C=C1)F